3-[(3S,4R)-4-[4-amino-3-(4-phenoxyphenyl)pyrazolo[3,4-d]pyrimidin-1-yl]-3-fluoro-1-piperidinyl]azetidine-1-carboxylic acid tert-butyl ester C(C)(C)(C)OC(=O)N1CC(C1)N1C[C@@H]([C@@H](CC1)N1N=C(C=2C1=NC=NC2N)C2=CC=C(C=C2)OC2=CC=CC=C2)F